FC1=CC=C(C=C1)C1(CN(C1)C(=O)OC(C)(C)C)NC(=O)C1=NN2C(C(NC(=C2)C2=CC3=CC=CC=C3C=C2)=O)=C1C(F)(F)F tert.-Butyl 3-(4-fluorophenyl)-3-{[6-(naphthalen-2-yl)-4-oxo-3-(trifluoromethyl)-4,5-dihydropyrazolo[1,5-a]pyrazine-2-carbonyl]amino}azetidine-1-carboxylate